C1(=CC=CC=C1)NC1=CC=C(C=C1)C=1C=CC=2N(C3=CC=CC=C3C2C1)C1=CC=CC=C1 N-phenyl-4-(9-phenyl-9H-carbazol-3-yl)aniline